2,6-di(9H-carbazol-9-yl)anthraquinone C1=CC=CC=2C3=CC=CC=C3N(C12)C1=CC=2C(C3=CC=C(C=C3C(C2C=C1)=O)N1C2=CC=CC=C2C=2C=CC=CC12)=O